CC1=CC=C(C=C1)S(=O)(=O)OC(CNC(OC(C)(C)C)=O)CNC(OC(C)(C)C)=O 2,2,12,12-tetramethyl-4,10-dioxo-3,11-dioxa-5,9-diazatridecan-7-yl 4-methylbenzenesulfonat